FC(C1=CC=C(OC2=C(C=CC=C2)N2CCC(CC2)C(=O)O)C=C1)(F)F 1-(2-(4-(trifluoromethyl)phenoxy)phenyl)piperidine-4-carboxylic acid